4-chloro-2,5-dimethylpyridine ClC1=CC(=NC=C1C)C